C(CCCC\C=C/CCCCC)N(CCN1CCN(CC1)CCN(CCN(CCCCCCCCCCCC)CCCCCCCCCCCC)CCCCCCCCCCCC)CCCCC\C=C/CCCCC N1-(2-(4-(2-(di((Z)-dodec-6-en-1-yl)amino)ethyl)piperazin-1-yl)ethyl)-N1,N2,N2-tridodecylethane-1,2-diamine